CN(CCO)C[C@H]1CNCC1 (R)-2-(methyl-(pyrrolidin-3-ylmethyl)-amino)ethan-1-ol